Rac-(1R,2R)-2-aminocyclobutane-1-ol hydrochloride Cl.N[C@H]1[C@@H](CC1)O |r|